C(OCCOP(=O)(OCC1=CC=CC=C1)OCC1=CC=CC=C1)(=O)Cl 2-((bis(benzyloxy)phosphoryl)oxy)ethyl carbonochloridate